bis[4-(1-naphthyl)-phenyl] carbonate C(OC1=CC=C(C=C1)C1=CC=CC2=CC=CC=C12)(OC1=CC=C(C=C1)C1=CC=CC2=CC=CC=C12)=O